N-[dideuterio-(6-methyl-4-methylsulfanyl-2-oxo-1H-pyridin-3-yl)methyl]-2-(difluoromethyl)-1-[(1R)-1-(4-methoxycyclohexyl)ethyl]indole-3-carboxamide [2H]C(NC(=O)C1=C(N(C2=CC=CC=C12)[C@H](C)C1CCC(CC1)OC)C(F)F)(C=1C(NC(=CC1SC)C)=O)[2H]